2-(Methyl-(6-(6-(methylcarbamoyl)pyridin-3-yl)-2,3-dihydrobenzofuran-3-yl)amino)-2-oxoacetic acid methyl ester COC(C(=O)N(C1COC2=C1C=CC(=C2)C=2C=NC(=CC2)C(NC)=O)C)=O